6-((S)-2-methyl-pyrrolidine-1-carbonyl)-3,4-dihydro-1H-pyrrolo[2,1-c][1,4]oxazine-8-carboxylic acid [(R)-1-(3-chloro-4-fluoro-phenyl)-propyl]-amide ClC=1C=C(C=CC1F)[C@@H](CC)NC(=O)C=1C=C(N2C1COCC2)C(=O)N2[C@H](CCC2)C